[N+](=O)([O-])C1=CC=C(C=C1)OCCCC 4-nitrophenyloxy-butane